C(=O)C1N(CC1)C(=O)OCC1=CC=CC=C1 benzyl 2-formylazetidine-1-carboxylate